ClC1=NC=C(C(=O)NC2=C(C=C(C=C2)F)N2C[C@H](N([C@H](C2)C)C)C)C(=C1)C(F)(F)F cis-6-chloro-N-(4-fluoro-2-(3,4,5-trimethylpiperazin-1-yl)phenyl)-4-(trifluoromethyl)nicotinamide